BrC1=CC2=C(N(C3=C(O2)C=C(C(=C3)C)Br)CCN3[C@@H]2CN([C@H](C3)C2)C(=O)OC(C)(C)C)N=C1 tert-butyl (1S,4S)-5-(2-(3,7-dibromo-8-methyl-10H-benzo[b]pyrido[2,3-e][1,4]oxazin-10-yl)ethyl)-2,5-diazabicyclo[2.2.1]heptane-2-carboxylate